CN1CCN(CC1)CCC1(NC(=NC(=N1)NC1=NC=CC=C1)C1=CC=CC=C1)N 2-(2-(4-methylpiperazin-1-yl)ethyl)-6-phenyl-N4-pyridin-2-yl-1,3,5-triazine-2,4-diamine